3-(2,6-difluorobenzoyl)urea FC1=C(C(=O)NC(N)=O)C(=CC=C1)F